tertiary amyl chloride C(C)(C)(CC)Cl